3,5-dicarbazolylidenebenzene C1(C=CC=C2C3=CC=CC=C3N=C12)=C1CC=CC(C1)=C1C=CC=C2C3=CC=CC=C3N=C12